C(CC)N1C(N(C2C1N(CN2CCS)CCS)CCS)=O 6-propyl-1,3,4-tris(2-sulfanylethyl)-3a,6a-dihydro-2H-imidazo[4,5-d]imidazol-5-one